The molecule is an amino disaccharide consisting of beta-D-galactopyranose and 2-acetamido-2-deoxy-alpha-D-glucopyranose residues joined in sequence by a (1->6) glycosidic bond. It is a glycosylglucose derivative, an amino disaccharide and a member of acetamides. It derives from a beta-D-galactose and a N-acetyl-alpha-D-glucosamine. CC(=O)N[C@@H]1[C@H]([C@@H]([C@H](O[C@@H]1O)CO[C@H]2[C@@H]([C@H]([C@H]([C@H](O2)CO)O)O)O)O)O